NCCOCCOCCNC(=O)CCCCCC(=O)OCC ethyl 6-({2-[2-(2-aminoethoxy)ethoxy]ethyl}-carbamoyl)hexanoate